C(C)[C@@H]1CNS(C2=C(C1)C=CC=C2)(=O)=O |o1:2| (4S*)-4-ethyl-2,3,4,5-tetrahydro-1,2-benzothiazepine 1,1-dioxide